N-{3-[2-(3,4-difluorophenoxy)acetamido]bicyclo[1.1.1]pent-1-yl}-6-(trifluoromethoxy)pyridine-3-carboxamide FC=1C=C(OCC(=O)NC23CC(C2)(C3)NC(=O)C=3C=NC(=CC3)OC(F)(F)F)C=CC1F